6-(4-amino-3-fluorophenoxy)-5-iodopyrimidine-4-amine NC1=C(C=C(OC2=C(C(=NC=N2)N)I)C=C1)F